C(=O)(O)C=1C=C(C=C(C1)OC1=C(C(C(=O)O)=CC=C1)C(=O)O)OC1=C(C(C(=O)O)=CC=C1)C(=O)O 3,3'-((5-carboxy-1,3-phenylene)bis(oxy))diphthalic acid